CC1(OC[C@H]([C@@H](C1)OS(=O)(=O)C)NC(=O)OCC[Si](C)(C)C)C (4R,5R)-methanesulfonic acid 2,2-dimethyl-5-((2-(trimethylsilyl) ethoxy) carbonylamino)-tetrahydro-2H-pyran-4-yl ester